(3-(2-((tert-butyldimethylsilyl)oxy)ethoxy)phenyl)methanol [Si](C)(C)(C(C)(C)C)OCCOC=1C=C(C=CC1)CO